2-chloro-4-morpholinopyrido[3',2':4,5]furo[3,2-d]pyrimidine 6-oxide ClC=1N=C(C2=C(N1)C=1C(O2)=[N+](C=CC1)[O-])N1CCOCC1